ethyl 2-(4-acetyl-2-((7-(3-cyanophenyl)benzofuran-5-yl)methoxy)phenyl)acetate C(C)(=O)C1=CC(=C(C=C1)CC(=O)OCC)OCC=1C=C(C2=C(C=CO2)C1)C1=CC(=CC=C1)C#N